(S)-N-(3''-fluoro-5''-methoxy-2,2'-dimethyl-4''-((((1-methyl-5-oxopyrrolidin-2-yl)methyl)amino)methyl)-[1,1':3',1''-terphenyl]-3-yl)-1-methyl-2-oxo-1,2-dihydropyridine-3-carboxamide FC=1C=C(C=C(C1CNC[C@H]1N(C(CC1)=O)C)OC)C=1C(=C(C=CC1)C1=C(C(=CC=C1)NC(=O)C=1C(N(C=CC1)C)=O)C)C